4-(6-Hydroxypyridin-2-yl)piperidine-1-carboxylic acid tert-butyl ester C(C)(C)(C)OC(=O)N1CCC(CC1)C1=NC(=CC=C1)O